COC1=CC(=C(C(=C1)C#C[Si](C(C)C)(C(C)C)C(C)C)CN)C#C[Si](C(C)C)(C(C)C)C(C)C (4-methoxy-2,6-bis((triisopropylsilyl)ethynyl)phenyl)methylamine